O1COC2=C1C=CC=C2O[C@@H](CCN(CCCC)CC)C=2SC(=CC2)Br (S)-N-(3-(benzo[d][1,3]dioxol-4-yloxy)-3-(5-bromothiophen-2-yl)propyl)-N-ethylbutan-1-amine